[Si](C)(C)(C(C)(C)C)OCC1=C[C@@H]([C@@H]2[C@@H]1OC(O2)(C)C)CS(=O)(=O)[O-] (3aR,4S,6aR)-6-(((tert-butyldimethylsilyl) oxy) methyl)-2,2-dimethyl-3a,6a-dihydro-4H-cyclopenta[d][1,3]dioxol-4-ylmethanesulfonate